2-methyl-propyl-sulfonic acid ammonium [NH4+].CC(CS(=O)(=O)O)C